Palladium (2+) dicyclohexyl-[2-(2,4,6-triisopropylphenyl)phenyl]Phosphine methanesulfonate CS(=O)(=O)[O-].C1(CCCCC1)P(C1=C(C=CC=C1)C1=C(C=C(C=C1C(C)C)C(C)C)C(C)C)C1CCCCC1.[Pd+2].CS(=O)(=O)[O-]